tributenylphosphine C(=CCC)P(C=CCC)C=CCC